piperidin-1-yl(6-(((3aR,5s,6aS)-2-((tetrahydro-2H-pyran-4-yl)methyl)octahydrocyclopenta[c]pyrrol-5-yl)amino)pyridazin-3-yl)methanone N1(CCCCC1)C(=O)C=1N=NC(=CC1)NC1C[C@@H]2[C@@H](CN(C2)CC2CCOCC2)C1